FC=1C(=NC=C(C1)C1=CC=CC=2N1N=CC2C(=O)N2CCCCC2)NC(CC=2C=NC=CC2)=O N-(3-Fluoro-5-(3-(piperidine-1-carbonyl)pyrazolo[1,5-a]Pyridin-7-yl)pyridin-2-yl)-2-(pyridin-3-yl)acetamide